FC1=C(C(=CC=C1)F)/N=N/C=1C=NN(C1)C (E)-4-((2,6-Difluorophenyl)diazenyl)-1-methyl-1H-pyrazole